C(CC)NC(NCCCCCCCC(CO)CO)=O 3-propyldimethyloloctylurea